C1(=CC=CC=C1)C1(C2=CC=CC=C2C=2C=CC(=CC12)O)C1=CC=CC=C1 9,9-diphenyl-9H-fluoren-2-ol